ClC=1C=C2C(=CN=C(C2=CN1)N1CC(C1)CNC(OC)=O)C(C)C methyl ((1-(6-chloro-4-isopropyl-2,7-naphthyridin-1-yl)azetidin-3-yl)methyl)carbamate